(E)-5-(2-fluoro-6-hydroxy-3-(piperidin-3-ylidenemethyl)phenyl)-1,2,5-thiadiazolidin-3-one 1,1-dioxide FC1=C(C(=CC=C1/C=C\1/CNCCC1)O)N1CC(NS1(=O)=O)=O